FC1=CC=C(C=C1)N1N=C(C(=C1)C(=O)NC1=CC(=C(C=C1)C([2H])([2H])O)OC)C 1-(4-fluorophenyl)-N-{4-[hydroxy(2H2)methyl]-3-methoxyphenyl}-3-methyl-1H-pyrazole-4-carboxamide